C1(=CC=CC=C1)CC(=S)SC(C(=O)O)C 2-[(2-phenylethanothioyl)mercapto]propionic acid